C(C)(C)C1=C(C=CC=C1)C1N(CCN(C1)CC1=CC=C(C=C1)OC(F)(F)F)C1CC2(C1)CCN(CC2)C(=O)OC(C)(C)C tert-butyl 2-(2-(2-isopropylphenyl)-4-(4-(trifluoromethoxy) benzyl) piperazin-1-yl)-7-azaspiro[3.5]nonane-7-carboxylate